C(C)(C)(C)OC(NCC1=NN(C(=C1)C(N(C)C)=O)C1SOC=C1)=O ((5-(dimethylcarbamoyl)-1-(1,1-dioxathiol-3-yl)-1H-pyrazol-3-yl)methyl)carbamic acid tert-butyl ester